4-methyl-N'-(4-(trifluoromethyl)cyclohexylidene)benzenesulfonohydrazide CC1=CC=C(C=C1)S(=O)(=O)NN=C1CCC(CC1)C(F)(F)F